C1(CC1)C=1C=CC=2N(C1)C=C(N2)CN2C1=C(OCC2)C=C(C(=C1)[N+](=O)[O-])S(=O)(=O)N 4-((6-cyclopropylimidazo[1,2-a]pyridin-2-yl)methyl)-6-nitro-3,4-dihydro-2H-benzo[b][1,4]oxazine-7-sulfonamide